2-(4-acetylphenyl)-10-(ethyl(isopropyl)amino)-7,7-dimethyl-5,12b-dihydro-1H,7H-chromeno[4,3-c][1,2,4]triazolo[1,2-a]Pyridazine C(C)(=O)C1=CC=C(C=C1)N1CN2N(CC=C3C2C=2C=CC(=CC2OC3(C)C)N(C(C)C)CC)C1